(E)-1-(4-(2-(5-bromo-2-phenyl-1H-indol-3-yl)acetyl)piperazin-1-yl)-3-(4-methoxyphenyl)prop-2-en-1-one BrC=1C=C2C(=C(NC2=CC1)C1=CC=CC=C1)CC(=O)N1CCN(CC1)C(\C=C\C1=CC=C(C=C1)OC)=O